6-(3-amino-6-(4-(4-methylpiperazin-1-yl)phenyl)pyrazin-2-yl)-7-fluoro-3,4-dihydroisoquinolin-1(2H)-one, Formic acid salt C(=O)O.NC=1C(=NC(=CN1)C1=CC=C(C=C1)N1CCN(CC1)C)C=1C=C2CCNC(C2=CC1F)=O